ClC1=C(C=CC(=C1)Cl)[C@@H](C)N (1R)-1-(2,4-dichlorophenyl)ethanamine